CP(=O)(C)C1=C(C=CC=C1)NC1=NC(=NC=C1C(F)(F)F)NC=1C=CC(=C2CCOC21)C(=O)NOCC(C)C 7-((4-((2-(dimethylphosphoryl)phenyl)amino)-5-(trifluoromethyl)pyrimidine-2-yl)amino)-N-isobutoxy-2,3-dihydrobenzofuran-4-carboxamide